OC(CN(CCO)CC(C)O)C N,N-Bis(2-hydroxypropyl)ethanolamin